F[C@@H]1[C@]2(C1)CN1C(CC3([C@]1(C2)C(=O)OCC)CC3)=O ethyl (2''S,6'R,7a'R)-2''-fluoro-3'-oxodihydro-5'H-dispiro[cyclopropane-1,1'-pyrrolizine-6',1''-cyclopropane]-7a'(7'H)-carboxylate